2-[2-(2-bromoacetyl)phenyl]-N-[2-(1,3-dioxoisoindolin-2-yl)ethyl]ethanesulfonamide BrCC(=O)C1=C(C=CC=C1)CCS(=O)(=O)NCCN1C(C2=CC=CC=C2C1=O)=O